FC1=CC(=C(C=C1C=1C=NC(=NC1)N1CCOCC1)NC(=O)C=1N=C(SC1)C)N1C[C@H](N(CC1)C)C |r| N-[4-fluoro-5-(2-morpholin-4-ylpyrimidin-5-yl)-2-[rac-(3R)-3,4-dimethylpiperazin-1-yl]phenyl]-2-methyl-1,3-thiazole-4-carboxamide